(S)-7-(5-methyl-3,4,5,6-tetrahydropyridin-2-yl)-2-(1-methylpiperidin-4-yl)quinoline-3-carbonitrile C[C@H]1CCC(=NC1)C1=CC=C2C=C(C(=NC2=C1)C1CCN(CC1)C)C#N